tert-butyl (R)-3-(3-(6-((3-(tert-butyl)phenyl)amino)pyridin-3-yl)-1,2,4-oxadiazol-5-yl)pyrrolidine-1-carboxylate C(C)(C)(C)C=1C=C(C=CC1)NC1=CC=C(C=N1)C1=NOC(=N1)[C@H]1CN(CC1)C(=O)OC(C)(C)C